3-(4-fluorophenyl)-1H-pyrazol-5-ol FC1=CC=C(C=C1)C1=NNC(=C1)O